C(#N)CC1(CCC2(COC2)CC1)N1N=C(C(=C1)C(=O)N)NC(=O)C1CC1 1-[7-(cyanomethyl)-2-oxaspiro[3.5]nonan-7-yl]-3-(cyclopropanecarbonylamino)pyrazole-4-carboxamide